CC/C=C\\C/C=C\\CC(/C=C/C=C\\C/C=C\\CCCC(=O)[O-])O The molecule is a hydroxyicosapentaenoic acid that consists of 5Z,8Z,10E,14Z,17Z-icosapentaenoic acid bearing an additional 12-hydroxy substituent. It has a role as a mouse metabolite. It is a conjugate acid of a 12-HEPE(1-).